4-{5-chloro-2-[2-(trimethylsilyl)ethynyl]pyridin-3-yl}morpholine ClC=1C=C(C(=NC1)C#C[Si](C)(C)C)N1CCOCC1